(1-(Trifluoromethyl)cyclopropyl)hydrazine FC(C1(CC1)NN)(F)F